5-((4-(tert-butyl)phenyl)amino)-2-((3-fluoro-5-methylphenyl)amino)nicotinamide C(C)(C)(C)C1=CC=C(C=C1)NC=1C=NC(=C(C(=O)N)C1)NC1=CC(=CC(=C1)C)F